BrC1=CN(C2=C1N=NC(=C2)N2C(NC(C=C2)=O)=O)CC (7-bromo-5-ethyl-5H-pyrrolo[3,2-c]pyridazin-3-yl)pyrimidine-2,4(1H,3H)-dione